FCCCN1CC(C1)NC1=CC(=C(C=C1)[C@H]1N([C@@H](CC2=C3C(=CC=C12)NN=C3)C)CC(F)(F)F)OC 1-(3-fluoropropyl)-N-(3-methoxy-4-((6S,8R)-8-methyl-7-(2,2,2-trifluoroethyl)-6,7,8,9-tetrahydro-3H-pyrazolo[4,3-f]isoquinolin-6-yl)phenyl)azetidin-3-amine